OC[C@@H]1CN(CCO1)C=1OC2=C(C=C(C=C2C(C1)=O)C(=O)OC)C=C methyl 2-[(2S)-2-(hydroxymethyl)morpholin-4-yl]-4-oxo-8-vinyl-chromene-6-carboxylate